2-acetonyl-aniline C(C(=O)C)C1=C(N)C=CC=C1